4-[2-Fluoro-4-(3-phenylacetyl-thioureido)-phenoxyl-6-methoxy-quinazolin-7-yloxymethyl]-hexahydro-cyclopenta[c]pyrrole-2-carboxylic acid benzyl ester C(C1=CC=CC=C1)OC(=O)N1CC2C(C1)C(CC2)C(OC2=C(C=C1C=NC=NC1=C2)OC)OC2=C(C=C(C=C2)NC(=S)NC(CC2=CC=CC=C2)=O)F